F[C@@H]1[C@H](C1)C1=NC(=NO1)C=1C=CC(=C(C1)NC(=O)C1=CN=C2N1C=C(C=C2)COCC(C)(C)O)C N-[5-[5-[(1R,2S)-2-fluorocyclopropyl]-1,2,4-oxadiazol-3-yl]-2-methyl-phenyl]-6-[(2-hydroxy-2-methyl-propoxy)methyl]imidazo[1,2-a]pyridine-3-carboxamide